racemic-1-benzyl-3-(methoxymethyl)-3-methylpiperazin-2-one C(C1=CC=CC=C1)N1C([C@@](NCC1)(C)COC)=O |r|